N-(4-(((2S,6R)-2,6-dimethylmorpholino)methyl)thiazol-2-yl)-2-methyl-5-(3-(trifluoromethyl)phenyl)furan-3-carboxamide C[C@@H]1O[C@@H](CN(C1)CC=1N=C(SC1)NC(=O)C1=C(OC(=C1)C1=CC(=CC=C1)C(F)(F)F)C)C